ClC=1C(=CC2=C(NC(=N2)OC=2C=CC(=C(C(=O)NCC(=O)O)C2)C)C1)C=1C=C2C=CN(C2=CC1)C (5-((6-chloro-5-(1-methyl-1H-indol-5-yl)-1H-benzo[d]imidazol-2-yl)oxy)-2-methylbenzoyl)glycine